2-(4-(2-(3,4-dimethoxyphenyl)-3-(2,2,2-trifluoroethyl)-1H-indol-5-yl)piperidin-1-yl)-1-(4-isopropylpiperazin-1-yl)ethan-1-one COC=1C=C(C=CC1OC)C=1NC2=CC=C(C=C2C1CC(F)(F)F)C1CCN(CC1)CC(=O)N1CCN(CC1)C(C)C